BrC1=CC=C(C=C1)C12CCC(CC1)(CC2)[C@H](CCCCCC)O (S)-1-(4-(4-bromophenyl)bicyclo[2.2.2]octan-1-yl)heptan-1-ol